Cl.ClC=1C=CC2=C(N=C(O2)N2CCN[C@@H](CC2)C)C1 5-chloro-2-((R)-5-methyl-[1,4]Diazepan-1-yl)benzoxazole hydrochloride